N=C(NC(NC1=C(C(=O)N(C)C)C=C(C=N1)C(F)(F)F)=S)C=1C=C2C(=CN1)N(CC2(C)C)C 2-(3-(imino(1,3,3-trimethyl-2,3-dihydro-1H-pyrrolo[2,3-c]pyridin-5-yl)methyl)thioureido)-N,N-dimethyl-5-(trifluoromethyl)nicotinamide